[(diphenyl-d10)triazinylphenyl-d9]dibenzoselenophene C1(C(C(C(C(C1[2H])([2H])[2H])([2H])[2H])([2H])[2H])([2H])[2H])([2H])C1=C(C(=NN=N1)C1C(C(C(C(C1([2H])C1=CC=CC=2[Se]C3=C(C21)C=CC=C3)([2H])[2H])([2H])[2H])([2H])[2H])([2H])[2H])C3(C(C(C(C(C3[2H])([2H])[2H])([2H])[2H])([2H])[2H])([2H])[2H])[2H]